C(C)N(CCCN1C(C2=CC=CC=C2C1=O)=O)CCC 2-(3-(ethyl(propyl)amino)propyl)isoindoline-1,3-dione